(R)-3-((6-bromopyridin-3-yl)oxy)pyrrolidine-1-carboxylic acid tert-butyl ester C(C)(C)(C)OC(=O)N1C[C@@H](CC1)OC=1C=NC(=CC1)Br